ClC1=CC2=C(N(C(N=C2N2CCC3(CN(C3)C(=O)OC(C)(C)C)CC2)=O)C=2C(=NC=CC2C)C(C)C)N=C1C1=C(C=CC=C1)OC tert-butyl 7-(6-chloro-1-(2-isopropyl-4-methylpyridin-3-yl)-7-(2-methoxyphenyl)-2-oxo-1,2-dihydropyrido[2,3-d]pyrimidin-4-yl)-2,7-diazaspiro[3.5]nonane-2-carboxylate